[Cl-].CC=1NC=C[NH+]1 methylimidazolium chloride salt